C(C)SC1=NN2C(N=CC=C2)=C1C1=NC=2C(=NC=C(C2)C(F)(F)F)N1C 2-(2-(ethylthio)pyrazolo[1,5-a]pyrimidin-3-yl)-3-methyl-6-(trifluoromethyl)-3H-imidazo[4,5-b]pyridine